2,2,2-trifluoroethyl 2-oxo-2-[(2R,5S)-5-methyl-2-tetrahydropyran-4-yl-1-piperidyl]acetate O=C(C(=O)OCC(F)(F)F)N1[C@H](CC[C@@H](C1)C)C1CCOCC1